CC1(CC1)NS(=O)(=O)C=1C=C(C=2N(C1)C(=NC2)C=2SC(=NN2)C(F)(F)F)N2CCN(CC2)C([C@H]2NCCC2)=O (S)-N-(1-methylcyclopropyl)-8-(4-prolylpiperazin-1-yl)-3-(5-(trifluoromethyl)-1,3,4-thiadiazol-2-yl)imidazo[1,5-a]pyridine-6-sulfonamide